C(C)N1CCN(CC1)CC=1C=C(C=NC1)/C(=C/C=1C=C(C(=O)N[C@@H]2[C@H](CCCC2)O)C=CC1C)/F 3-[(Z)-2-{5-[(4-ethylpiperazin-1-yl)methyl]pyridin-3-yl}-2-fluoroethenyl]-N-[(1S,2S)-2-hydroxycyclohexyl]-4-methylbenzamide